NC1=C(C=NN1C1=CC=CC=C1)C(=O)N1C[C@@]2(CC(C1)(C)C)C1=C(NC(O2)=O)C=CC(=C1F)Cl (R)-1'-(5-Amino-1-phenyl-1H-pyrazole-4-carbonyl)-6-chloro-5-fluoro-5',5'-dimethylspiro[benzo[d][1,3]oxazine-4,3'-piperidin]-2(1H)-one